1-(2,4-difluorophenyl)-3-(4-fluorophenyl)-5-methyl-N-(2-(oxetan-3-ylamino)-2-oxoethyl)-4-(thiophen-2-yl)-4,5-dihydro-1H-pyrazole-5-carboxamide FC1=C(C=CC(=C1)F)N1N=C(C(C1(C(=O)NCC(=O)NC1COC1)C)C=1SC=CC1)C1=CC=C(C=C1)F